3,4',5,7-tetrahydroxy-3',5'-dimethoxyflavone OC1=C(OC2=CC(=CC(=C2C1=O)O)O)C1=CC(=C(C(=C1)OC)O)OC